NC1=C(C=C(C=C1Br)Br)CO 2-amino-3,5-dibromophenylmethanol